C(C)(C)(C)OC(=O)N[C@H]1CN(CCC1)CC=1C=C(C(=O)[O-])C=CC1.[Li+] lithium (R)-3-((3-((tert-butoxycarbonyl)amino)piperidin-1-yl)methyl)benzoate